4-(4-(3,8-diazabicyclo[3.2.1]octan-3-yl)-2-((1-(morpholinomethyl)cyclopropyl)methoxy)-5,8-dihydropyrido[3,4-d]pyrimidin-7(6H)-yl)-5-methylnaphthalen-2-ol C12CN(CC(CC1)N2)C=2C1=C(N=C(N2)OCC2(CC2)CN2CCOCC2)CN(CC1)C1=CC(=CC2=CC=CC(=C12)C)O